ClC1=CN=CC(=N1)NC1CCCCC1 6-Chloro-N-Cyclohexylpyrazine-2-amine